4-((S)-4-acryloyl-3-(cyanomethyl)piperazin-1-yl)-7-(8-methylnaphthalen-1-yl)-N-(((S)-piperidin-3-yl)methyl)-5,6,7,8-tetrahydro-1,7-naphthyridine-2-carboxamide C(C=C)(=O)N1[C@H](CN(CC1)C1=CC(=NC=2CN(CCC12)C1=CC=CC2=CC=CC(=C12)C)C(=O)NC[C@@H]1CNCCC1)CC#N